C(C)(=O)C1=CC=2C=CC3=C(C4=C(N5C(O3)C(C(N5)=O)(C)C)C=CC=C4)C2C=C1 3-Acetyl-8,8-dimethyl-7a,8-dihydrobenzo[d]naphtho[1,2-f]pyrazolo[5,1-b][1,3]oxazepin-9(10H)-one